C(#N)C=1C(=CC(=NC1N1[C@H](CC1)C)N1C[C@@H]2C([C@@H]2C1)C(C(=O)O)([2H])[2H])C(F)(F)F 2-((1R,5S,6R)-3-(5-cyano-6-((S)-2-methylazetidin-1-yl)-4-(trifluoromethyl)pyridin-2-yl)-3-azabicyclo[3.1.0]hexane-6-yl)acetic acid-2,2-d2